N-((6'-(4-fluorophenyl)-6-methoxy-[2,4'-bipyridin]-3'-yl)methyl)acrylamide FC1=CC=C(C=C1)C1=CC(=C(C=N1)CNC(C=C)=O)C1=NC(=CC=C1)OC